dibenzylidene(9-fluorenyl)zirconium dichloride [Cl-].[Cl-].C(C1=CC=CC=C1)=[Zr+2](C1C2=CC=CC=C2C=2C=CC=CC12)=CC1=CC=CC=C1